BrC1=CC=C2CCN(CC2=C1)C1CCOCC1 7-bromo-2-(tetrahydro-2H-pyran-4-yl)-1,2,3,4-tetrahydroisoquinoline